ClC=1N=CC2=C(C=CC(=C2C1)C(C)C)N1[C@@H]([C@H](C1)CS(=O)(=O)C)C 3-chloro-5-isopropyl-8-((2r,3s)-2-methyl-3-((methanesulfonyl)methyl)azetidin-1-yl)isoquinoline